4-hydroxy-6-(1-methyl-1H-pyrazole-4-yl)pyrazolo[1,5-a]pyridin-3-carbonitrile OC=1C=2N(C=C(C1)C=1C=NN(C1)C)N=CC2C#N